tert-butyl N-(3-(7-chloro-3-vinylpyrazolo[1,5-a]pyridin-2-yl)prop-2-yn-1-yl)carbamate ClC1=CC=CC=2N1N=C(C2C=C)C#CCNC(OC(C)(C)C)=O